N-(2,4-Dimethylphenyl)-2-(5-methylfuran-2-yl)quinoline-4-carboxamide CC1=C(C=CC(=C1)C)NC(=O)C1=CC(=NC2=CC=CC=C12)C=1OC(=CC1)C